tert-butyl (±)-(2-methoxy-1-(2-(2,2,2-trifluoroethoxy)pyridin-4-yl)ethyl)(methyl)carbamate COC[C@@H](C1=CC(=NC=C1)OCC(F)(F)F)N(C(OC(C)(C)C)=O)C |r|